(S)-1-Amino-2-(1-(but-2-ynoyl)piperidin-2-yl)-4-(4-((4-cyanopyridin-2-yl)carbamoyl)phenyl)-1H-imidazol-5-carboxamid NN1C(=NC(=C1C(=O)N)C1=CC=C(C=C1)C(NC1=NC=CC(=C1)C#N)=O)[C@H]1N(CCCC1)C(C#CC)=O